5-(6-methoxypyridin-2-yl)-1,3,3,5,7-pentamethyloctahydrobenzo[c]isoxazole COC1=CC=CC(=N1)C1(CC2C(N(OC2(C)C)C)C(C1)C)C